C(C)N1CCN(CC1)C1=CC=C(N)C=C1 4-(4-ethylhexahydropyrazin-1-yl)aniline